OC[C@@H](C)NC(=O)C=1C=NC2=C(C=C(C=C2C1)OC)OC1=CC=C(C=C1)C(F)(F)F (R)-N-(1-hydroxypropan-2-yl)-6-methoxy-8-(4-(trifluoromethyl)phenoxy)quinoline-3-carboxamide